2'-((6-((trans-4-hydroxytetrahydrofuran-3-yl)amino)pyrimidin-4-yl)amino)-4'-methyl-5'-oxo-5',6'-dihydrospiro[cyclohexane-1,7'-pyrrolo[3,4-b]pyridine] 1'-oxide O[C@H]1[C@@H](COC1)NC1=CC(=NC=N1)NC1=CC(=C2C(=[N+]1[O-])C1(NC2=O)CCCCC1)C